P(=O)(OCC1=CC(=C(C(=C1)C(C)(C)C)O)C(C)(C)C)(OCC)OCC 3,5-di-tert-butyl-4-hydroxyphenylmethyl diethyl phosphate